6-chloro-3-(((1,4-dihydroquinazolin-2-yl)thio)methyl)-5H-thiazolo[2,3-b]quinazoline ClC1=C2CN3C(=NC2=CC=C1)SC=C3CSC=3NC1=CC=CC=C1CN3